C1CCCC2N1C=1C(=CC=3C(=NC=NC3)N1)NC2=O 2,3,4,4a-tetrahydro-1H-pyrido[1'',2'':4',5']pyrazino[2',3':5,6]pyrido[2,3-d]pyrimidin-5(6H)-one